O[C@]1([C@@H](CCC1)NC1=NC(=NC=C1C=O)SC)C |r| (±)-4-{[(1R,2R)-2-hydroxy-2-methylcyclopentyl]amino}-2-(methylsulfanyl)pyrimidine-5-carbaldehyde